Dehydrolinalool CC(=CCCC(C)(C#C)O)C